BrC=1C=C(C=C(C1OC)Cl)CCCC(=O)OC methyl 4-(3-bromo-5-chloro-4-methoxyphenyl)butyrate